catecholate tungsten [W+4].C=1([O-])C([O-])=CC=CC1.C=1([O-])C([O-])=CC=CC1